(-)-1-(3-(aminomethyl)phenyl)-N-(5-((cyclopropylylmethoxy)(pyridin-3-yl)methyl)-2-fluorophenyl)-3-(trifluoromethyl)-1H-pyrazole-5-carboxamide NCC=1C=C(C=CC1)N1N=C(C=C1C(=O)NC1=C(C=CC(=C1)C(C=1C=NC=CC1)OC=C1CC1)F)C(F)(F)F